CC1CCC=2C1=NC(=CC2CN2C[C@H](CCC2)C)C(=O)OC methyl 7-methyl-4-(((S)-3-methylpiperidin-1-yl) methyl)-6,7-dihydro-5H-cyclopenta[b]pyridine-2-carboxylate